((R)-(naphthalen-1-yloxy)-(perfluorophenoxy)phosphoryl)-L-alanine isopropyl ester C(C)(C)OC([C@@H](N[P@](=O)(OC1=C(C(=C(C(=C1F)F)F)F)F)OC1=CC=CC2=CC=CC=C12)C)=O